C(CCCC)OC=1C(=CC=2C3=CC(=C(C=C3C3=CC(=C(C=C3C2C1)OCCCCC)CCCCCCO)OCCCCC)OCCCCC)CCCCCCO 3,6,10,11-tetrakis(n-pentyloxy)triphenylene-2,7-dihexanol